perfluorodecyl-dimethylchlorosilane FC([Si](Cl)(C(F)(F)F)C(C(C(C(C(C(C(C(C(C(F)(F)F)(F)F)(F)F)(F)F)(F)F)(F)F)(F)F)(F)F)(F)F)(F)F)(F)F